OC1=CC2=CC=CC(=C2C=C1)O 2,5-dihydroxynaphthalene